[O-]S(=O)(=O)C(F)(F)F.C(C)(C)(C)OC(/C=C/C1=CC=C(S1)C#CC1=CC=C(C=C1)N1CC[NH2+]CC1)=O (E)-4-(4-((5-(3-(tert-butoxy)-3-oxoprop-1-en-1-yl)thiophen-2-yl)ethynyl)phenyl)piperazin-1-ium triflate